[Br-].COC1=CC=C(C[PH3+])C=C1 (4-methoxybenzyl)-phosphonium bromide